dibenzocyclododec-9-en-3-one C=1CC(C=C2C1CCCCCCC=CC1=C2C=CC=C1)=O